C(C1=CC=CC=C1)(=O)C1=CC=C(C=C1)S(=O)(=O)F 4-Benzoylbenzenesulfonyl fluoride